oxaloacetate sodium salt [Na+].C(=O)(C(=O)O)CC(=O)[O-]